ClC=1C=C(CN2N=C3C4=C(CCC3=C2)OC(=C4C)C(=O)NCC4=CC=C(C=C4)OCC)C=CC1 2-(3-chlorobenzyl)-N-(4-ethoxybenzyl)-8-methyl-4,5-dihydro-2H-furo[2,3-g]indazole-7-carboxamide